C1(CC1)CN1CCC(CC1)N1N=C2C(=CC(=CC2=C1)C=1C=C(C=2N(N1)C=C(N2)C)C)F 6-[2-[1-(cyclopropylmethyl)-4-piperidinyl]-7-fluoro-indazol-5-yl]-2,8-dimethyl-imidazo[1,2-b]pyridazine